(S)-1-cyclopropyl-4-((6-(2-hydroxy-6-methyl-4-(trifluoromethyl)phenyl)-3-((R)-1-hydroxyethyl)-2H-pyrazolo[3,4-b]pyridin-2-yl)methyl)pyrrolidin-2-one C1(CC1)N1C(C[C@@H](C1)CN1N=C2N=C(C=CC2=C1[C@@H](C)O)C1=C(C=C(C=C1C)C(F)(F)F)O)=O